5-methyl-1-(methyl-d3)-1H-pyrazole-4-sulfonyl chloride CC1=C(C=NN1C([2H])([2H])[2H])S(=O)(=O)Cl